ClC(/C=C/C(F)(F)F)C(C(F)(F)Cl)Cl (E)-4,5,6-trichloro-1,1,1,6,6-pentafluorohex-2-ene